Tert-Butyl (2-(8-((Cyclobutylmethyl)Sulfanyl)Imidazo[1,5-a]Pyridin-3-yl)Propan-2-yl)Carbamate C1(CCC1)CSC=1C=2N(C=CC1)C(=NC2)C(C)(C)NC(OC(C)(C)C)=O